CN(C1=CC=C(\C=C/2\C(C=3C=CC(=CC3CC2)C(=O)O)=O)C=C1)C (E)-6-(4-dimethylaminobenzylidene)-5-oxo-5,6,7,8-tetrahydronaphthalene-2-carboxylic acid